N-(2-hydroxyethyl)-2-(methyl(4-(2-(methyl-d3)phenyl)-2-oxo-2H-chromen-7-yl)amino)acetamide OCCNC(CN(C1=CC=C2C(=CC(OC2=C1)=O)C1=C(C=CC=C1)C([2H])([2H])[2H])C)=O